(S)-2-((((9H-fluoren-9-yl)methoxy)carbonyl)amino)-3-(1-(((4-methoxybenzyl)oxy)methyl)-2-propyl-1H-imidazol-5-yl)propanoic acid C1=CC=CC=2C3=CC=CC=C3C(C12)COC(=O)N[C@H](C(=O)O)CC1=CN=C(N1COCC1=CC=C(C=C1)OC)CCC